SCCC(=O)OCCCC n-butyl 3-mercaptopropionate